COC1=CC=C(C(=N1)C(=O)O)N1N=CC=N1 6-methoxy-3-(2H-1,2,3-triazol-2-yl)picolinic acid